OCCOC=1C=C2C=CC(=CC2=CC1)C1(C2=CC=CC(=C2C=2C(=CC=CC12)C1=CC=C2C=CC3=CC=CC4=CC=C1C2=C34)C3=CC=C4C=CC2=CC=CC1=CC=C3C4=C21)C2=CC1=CC=C(C=C1C=C2)OCCO 9,9-bis(6-(2-hydroxyethoxy)-2-naphthyl)-4,5-di(1-pyrenyl)fluorene